C(#C)C=1SC=C(N1)NC(=O)N1CCN(CC1)C1=CC=C(C=C1)C=1C=CC=C2C=CNC(C12)=O N-(2-ethynyl-thiazol-4-yl)-4-(4-(1-oxo-1,2-dihydro-isoquinolin-8-yl)phenyl)-piperazine-1-carboxamide